O=C1C2(C=3C(=NC=CC3)N1)CC=1C=C(NC1CC2)C(=O)O 2'-oxo-1,1',2',4,6,7-hexahydrospiro[indole-5,3'-pyrrolo[2,3-B]pyridine]-2-carboxylic acid